BrC=1C(=C(OCCC2CC23CCNCC3)C=CC1)C 1-(2-(3-bromo-2-methylphenoxy)ethyl)-6-azaspiro[2.5]octane